C1(CC2C(CC1)O2)CCCO[Si](OC)(OC)C β-(3,4-epoxycyclohexyl)ethylmethyltrimethoxysilane